N-[1-[2-[(E)-N-hydroxy-C-methyl-carbonimidoyl]-1,2,4-triazol-3-yl]ethyl]-3,5-bis(trifluoromethyl)benzamide O\N=C(/C)\N1N=CN=C1C(C)NC(C1=CC(=CC(=C1)C(F)(F)F)C(F)(F)F)=O